CC1(CC[C@@H](O1)CNC(=O)C1=C(C2=C(CCC3=CN(N=C23)C[C@@H]2OCCOC2)O1)C(F)(F)F)C N-{[(2R)-5,5-Dimethyloxolan-2-yl]methyl}-2-{[(2S)-1,4-dioxan-2-yl]methyl}-8-(trifluoromethyl)-4,5-dihydro-2H-furo[2,3-g]indazol-7-carboxamid